C(C)(C)(C)OC(=O)N[C@H](COC=1C(=C(C=C(C1)Cl)C(C(=O)O)CCCC)F)CCC(N)=O [3-[(2S)-2-[(tert-butoxycarbonyl)amino]-4-carbamoylbutoxy]-5-chloro-2-fluorophenyl]hexanoic acid